CCCCCCCCCCCCCCCCCCCCC(=O)O[C@H](COC(=O)CCCCCCCCCCCCCC)COP(=O)(O)OC[C@H](CO)O 1-pentadecanoyl-2-heneicosanoyl-glycero-3-phospho-(1'-sn-glycerol)